5-((benzyloxy)carbonyl)-5,6,7,8-tetrahydro-4H-thiazolo[5,4-c]azepine-2-carboxylic acid C(C1=CC=CC=C1)OC(=O)N1CC2=C(CCC1)N=C(S2)C(=O)O